BrC1=CC=C(C=C1)[C@H]1N(CC(N[C@H]1C1=CC=C(C=C1)Br)=O)C(=O)OC(C)(C)C 1,1-dimethylethyl (2R,3S)-2,3-bis(4-bromophenyl)-5-oxo-1-piperazinecarboxylate